C(CCC)OC(NCC1=CC(=CC=C1)B1OC(C(O1)(C)C)(C)C)=O.FC1=CC=C(C=C1)C1=CC(=NO1)C1=NC2=C(N1CCOC1=CC=C(C=C1)[N+](=O)[O-])C=CC=C2 5-(4-fluorophenyl)-3-(1-(2-(4-nitrophenoxy)ethyl)-1H-benzo[d]imidazol-2-yl)isoxazole butyl-3-(4,4,5,5-tetramethyl-1,3,2-dioxaborolan-2-yl)benzylcarbamate